NC1=NNC(=N1)C1=NN=C(O1)N 5-(3-amino-1H-1,2,4-triazol-5-yl)-1,3,4-oxadiazol-2-amine